BrC=1C=CC(=NC1)C=1SCC(N1)O 2-(5-bromopyridin-2-yl)-4,5-dihydrothiazol-4-ol